tosyl benzyl-sulfonate C(C1=CC=CC=C1)S(=O)(=O)OS(=O)(=O)C1=CC=C(C)C=C1